(S)-5-((7-amino-1-(isoxazol-3-yloxy)-2-oxoheptan-3-yl)carbamoyl)-N,N,N-trimethylpyridin-2-aminium Chloride [Cl-].NCCCC[C@@H](C(COC1=NOC=C1)=O)NC(=O)C=1C=CC(=NC1)[N+](C)(C)C